ClC=1C=CC(=C(C1)C1=CC(=C(N=N1)C)NC1=CC(=NC=C1)NC(CCN1CC2N(C(C1)C2)C)=O)F N-(4-{[6-(5-Chloro-2-Fluorophenyl)-3-Methylpyridazin-4-yl]Amino}Pyridin-2-yl)-3-{6-Methyl-3,6-Diazabicyclo[3.1.1]Heptan-3-yl}Propanamid